1,3-distyrylbenzene C(=CC1=CC=CC=C1)C1=CC(=CC=C1)C=CC1=CC=CC=C1